(S)-3-(7-fluoro-1-tosyl-1H-indazol-5-yl)-N2,N2-dimethylpropane-1,2-diamine FC=1C=C(C=C2C=NN(C12)S(=O)(=O)C1=CC=C(C)C=C1)C[C@@H](CN)N(C)C